[1-(cyclopropylmethyl)-3-methyl-1H-pyrazol-4-yl](3-iodo-1-methyl-1H-pyrazol-4-yl)methanol C1(CC1)CN1N=C(C(=C1)C(O)C=1C(=NN(C1)C)I)C